N-margaroyl-threonine ethyl-(E)-2-cyano-3-(dimethylamino)acrylate C(C)\C(=C(/C(=O)O[C@@H]([C@H](NC(CCCCCCCCCCCCCCCC)=O)C(=O)O)C)\C#N)\N(C)C